BrC1=C(COC2=CC(=C3CC[C@@H]4[C@@H](OC(C4=C)=O)C3=C2C)C)C=CC=C1 (3aS,9bR)-8-(2-bromobenzyloxy)-6,9-dimethyl-3-methylene-3a,4,5,9b-tetrahydronaphtho[1,2-b]furan-2(3H)-one